C(=C)C=1C(=NC=CC1)COC1=NN=C(S1)N 5-((3-ethenylpyridin-2-yl)methoxy)-1,3,4-thiadiazol-2-amine